2-bromo-1-(4-bromo-2-methylbenzo[d]oxazol-6-yl)ethan-1-one BrCC(=O)C1=CC2=C(N=C(O2)C)C(=C1)Br